[Li].C[Si](N[Si](C)(C)C)(C)C 1,1,1,3,3,3-hexamethyldisilazane lithium salt